COC(=O)C=1N=CNC1C(OCC)OCC 5-(diethoxymethyl)-1H-imidazole-4-carboxylic acid methyl ester